2-[2-hydroxy-3,5-bis(α,α-dimethylbenzyl)phenyl]-2H-benzotriazole OC1=C(C=C(C=C1C(C1=CC=CC=C1)(C)C)C(C1=CC=CC=C1)(C)C)N1N=C2C(=N1)C=CC=C2